C(C)(C)(C)OC(=O)N[C@H](C(=O)N1[C@@H](C[C@H](C1)O)C(=O)O)C(C)(C)C (2S,4R)-1-((S)-2-(tert-butoxycarbonylamino)-3,3-dimethylbutyryl)-4-hydroxypyrrolidine-2-carboxylic acid